hexamethylenedicarboxylic acid isocyanate C(=O)(CCCCCCC(=O)N=C=O)N=C=O